(R)-6-(3-(4-fluorophenyl)isoxazolidin-2-yl)-N-(2-methoxy-5-(1-methyl-1H-pyrazol-4-yl)-4-(4-(4-methylpiperazin-1-yl)piperidin-1-yl)phenyl)pyrimidin-4-amine FC1=CC=C(C=C1)[C@@H]1N(OCC1)C1=CC(=NC=N1)NC1=C(C=C(C(=C1)C=1C=NN(C1)C)N1CCC(CC1)N1CCN(CC1)C)OC